S1C=NC2=C1C=CC(=C2)C2=NSC(=C2C2CC2)C(=O)NC2=CC(=NC=C2)C(F)(F)F 3-(1,3-benzothiazol-5-yl)-4-cyclopropyl-N-[2-(trifluoromethyl)pyridin-4-yl]-1,2-thiazole-5-carboxamide